C(C(=C)C)(=O)OCCN(CCO)CCOC(C(=C)C)=O N,N-bis(methacryloyloxyethyl)-N-(2-hydroxyethyl)amine